B#[Fe] ferrous boride